ClC1=NC(=CC(=N1)N[C@@H]1[C@H](C2CCC1CC2)C(=O)OCC)C#CC2=CC=CC=C2 (2S,3S)-ethyl 3-((2-chloro-6-(phenylethynyl)pyrimidin-4-yl)amino)bicyclo[2.2.2]octane-2-carboxylate